methyl 7-(naphthalen-1-ylmethyl)-6-nitro-5-oxo-8-(3-(trifluoromethyl)phenyl)-2,3-dihydro-5H-thiazolo[3,2-a]pyridine-3-carboxylate C1(=CC=CC2=CC=CC=C12)CC=1C(=C2N(C(C1[N+](=O)[O-])=O)C(CS2)C(=O)OC)C2=CC(=CC=C2)C(F)(F)F